FC=1C=C(C(=O)OCCN(CC)CC)C=C(C1)NC(CN1N=C(C(=C1)C1=CC=NC2=CC=CC=C12)C1=NC(=CC=C1)C)=O 2-(diethylamino)ethyl 3-fluoro-5-(2-(3-(6-methylpyridin-2-yl)-4-(quinolin-4-yl)-1H-pyrazol-1-yl)acetamido)benzoate